2-(4-cyclopropylthiazol-5-yl)-N-(4-(1-isopropyl-4-(trifluoromethyl)-1H-imidazol-2-yl)benzyl)-7H-purin-6-amine C1(CC1)C=1N=CSC1C1=NC(=C2NC=NC2=N1)NCC1=CC=C(C=C1)C=1N(C=C(N1)C(F)(F)F)C(C)C